tert-butyl (2-(6-methoxyindolin-2-yl)ethyl)carbamate COC1=CC=C2CC(NC2=C1)CCNC(OC(C)(C)C)=O